C(#N)COC=1C=C(OCC(=O)N2CCN(CC2)C(=O)OC(C)(C)C)C=CC1 tert-butyl 4-{2-[3-(cyanomethoxy)phenoxy]acetyl}piperazine-1-carboxylate